C(C)(C)(C)OC(=O)N(C=1C(=NC(=C(C1)C(F)(F)F)C(CCC=C)(O[Si](C)(C)C)C(F)(F)F)C(=O)OC)C(=O)OC(C)(C)C Methyl 3-[bis(tert-butoxycarbonyl)amino]-5-(trifluoromethyl)-6-[1-(trifluoromethyl)-1-trimethylsilyloxy-pent-4-enyl]pyridine-2-carboxylate